2,2'-((2,2'-dichloro-[1,1'-biphenyl]-3,3'-diyl)bis(3-methoxypyrazine-5,2-diyl))bis(5,5-difluoro-1,4,5,6-tetrahydropyrimidine) ClC1=C(C=CC=C1C=1N=C(C(=NC1)C=1NCC(CN1)(F)F)OC)C1=C(C(=CC=C1)C=1N=C(C(=NC1)C=1NCC(CN1)(F)F)OC)Cl